(R)-N-(1-(3-chloro-5-fluoro-2-((4-(4-fluoro-1H-pyrazol-1-yl)-2-methylquinolin-8-yloxy)methyl)phenyl)-2-hydroxyethyl)acetamide ClC=1C(=C(C=C(C1)F)[C@H](CO)NC(C)=O)COC=1C=CC=C2C(=CC(=NC12)C)N1N=CC(=C1)F